(R)-((1-(pyrrolidin-3-yl)-1H-pyrazol-4-yl)methyl)carbamic acid tert-butyl ester C(C)(C)(C)OC(NCC=1C=NN(C1)[C@H]1CNCC1)=O